4-Amino-1-(1-hydroxyisoquinolin-5-yl)-2-oxo-7-(trifluoromethoxy)-1,2-dihydroquinoline-3-carboxylic acid methyl ester COC(=O)C=1C(N(C2=CC(=CC=C2C1N)OC(F)(F)F)C1=C2C=CN=C(C2=CC=C1)O)=O